FC1(CCC(CC1)NC=1N=CC2=C(N1)NC=C2C2=CC=1N(C=C2)N=CC1C(=O)N[C@@H](C(F)(F)F)C)F (R)-5-(2-((4,4-difluorocyclohexyl)amino)-7H-pyrrolo[2,3-d]pyrimidin-5-yl)-N-(1,1,1-trifluoropropan-2-yl)pyrazolo[1,5-a]pyridine-3-carboxamide